ClC1=CC=C(C=C1)C1=CC=C(C=C1)OCC1=NOC(=N1)C(=O)NO 3-(((4'-chloro-[1,1'-biphenyl]-4-yl)oxy)methyl)-N-hydroxy-1,2,4-oxadiazole-5-carboxamide